NC1C(NN=C1C1=CC=C(C=C1)O)=S 4-amino-5-(4-hydroxyphenyl)-2,4-dihydro-3H-pyrazole-3-thione